1-(4-bromo-3-methyl-phenyl)ethanone BrC1=C(C=C(C=C1)C(C)=O)C